2-chloro-4-[[4-[[(1S)-2-hydroxy-1-phenyl-ethyl]amino]-5-(5-methyl-1,3,4-oxadiazol-3-yl)pyrimidin-2-yl]amino]-N,N-dimethyl-benzamide ClC1=C(C(=O)N(C)C)C=CC(=C1)NC1=NC=C(C(=N1)N[C@H](CO)C1=CC=CC=C1)N1COC(=N1)C